C1(CC1)C(NCC)C1=CN=C(C2=CC=CC=C12)OC N-(cyclopropyl-(1-methoxyisoquinolin-4-yl)methyl)ethylamine